2-bromo-5-tert-butyl-1,3-di(methyl-d3)benzene BrC1=C(C=C(C=C1C([2H])([2H])[2H])C(C)(C)C)C([2H])([2H])[2H]